C12(CC(C1)C2)C(=O)N2CCC(CC2)N2N=CC(=C2)NC2=NC=C(C(=N2)C2=CC=C(C(=O)O)C=C2)C 4-(2-((1-(1-(Bicyclo[1.1.1]pentane-1-carbonyl)piperidin-4-yl)-1H-pyrazol-4-yl)amino)-5-methylpyrimidin-4-yl)benzoic Acid